BrC1=C(C=CC(=C1)S(=O)(=O)C)F 2-bromo-1-fluoro-4-methylsulfonyl-benzene